tert-butyl (3R,4R)-4-(4-bromophenyl)-3-fluoropiperidine-1-carboxylate BrC1=CC=C(C=C1)[C@@H]1[C@H](CN(CC1)C(=O)OC(C)(C)C)F